C(C(=C)C)(=O)OC(CSC=1SC(=NN1)SCCCCC)CC 2-methacryloxy-n-butylthio-5-n-pentylthio-1,3,4-thiadiazole